N(=[N+]=[N-])[C@H](C(=O)N1[C@@H](C[C@H](C1)O)C(=O)N[C@@H](CO)C1=CC=C(C=C1)C1=C(N=CS1)C)C(C)C (4R)-1-[(2S)-2-azido-3-methylbutanoyl]-4-hydroxy-N-{(1R)-2-Hydroxy-1-[4-(4-methyl-1,3-thiazol-5-yl)phenyl]ethyl}-L-prolinamide